Triethyl-1-(2-chlorophenyl)-4-oxo-1,4-dihydropyridine-2,3,5-tricarboxylate C(C)OC(=O)C=1N(C=C(C(C1C(=O)OCC)=O)C(=O)OCC)C1=C(C=CC=C1)Cl